C(C)(C)(C)OC(=O)N1CCC2(CCCCC12)CO 3a-(hydroxymethyl)octahydro-1H-indole-1-carboxylic acid tert-butyl ester